ClC=1C=C(C=CC1)CCN1C[C@@H](CCC1)COC1=CC=C(C=C1)S(=O)(=O)C (R)-1-(3-chlorophenyl-ethyl)-3-((4-(methylsulfonyl)phenoxy)methyl)piperidine